calcium-silicon-manganese salt [Mn].[Si].[Ca]